N-(4-(2,6-dimethoxyphenyl)-5-(3-pyridinyl)-4H-1,2,4-triazol-3-yl)-1-ethoxy-1-(5-methyl-2-pyrimidinyl)-2-propanesulfonamide COC1=C(C(=CC=C1)OC)N1C(=NN=C1C=1C=NC=CC1)NS(=O)(=O)C(C(C1=NC=C(C=N1)C)OCC)C